3-hydroxy-3a,7a-dihydrotriazolo[4,5-b]pyridine ON1N=NC2C1N=CC=C2